OC1([C@@H](CN(C[C@@H]1C)C1=C2C(=[N+](C=C1[N+](=O)[O-])[O-])CCC2)NC(OC(C)(C)C)=O)C tert-butyl [(3R,5S)-4-hydroxy-4,5-dimethyl-1-(3-nitro-1-oxido-6,7-dihydro-5H-cyclopenta[b]pyridin-4-yl)piperidin-3-yl]carbamate